C(C1=CC=CC=C1)C(C(C)N)N benzyl-1,2-propanediamine